ClC1=NC=C(C(=C1)C=1C=NC(=CC1C(=O)OC)N(C)C)OC methyl 2'-chloro-6-(dimethylamino)-5'-methoxy-[3,4'-bipyridine]-4-carboxylate